1-(4-bromo-2-methyl-1,5,6,7-tetrahydro-s-indacen-1-yl)-2-(3-butylcyclopenta-2,4-dien-1-yl)-1,1,2,2-tetramethyldisilane BrC1=C2C=C(C(C2=CC=2CCCC12)[Si]([Si](C)(C)C1C=C(C=C1)CCCC)(C)C)C